CC1=CNC(=C1)B1OCC(C(O1)(C)C)(C)C 3-Methyl-5-(4,4,5,5-tetramethyl-1,3,2-dioxaborin-2-yl)-1H-pyrrole